CC/C=C\C/C=C\C/C=C\CCCCCCCC(=O)OC[C@H](COP(=O)(O)OC[C@H](CO)O)OC(=O)CC/C=C\C/C=C\C/C=C\C/C=C\C/C=C\C/C=C\CC 1-(9Z,12Z,15Z-octadecatrienoyl)-2-(4Z,7Z,10Z,13Z,16Z,19Z-docosahexaenoyl)-glycero-3-phospho-(1'-sn-glycerol)